C(C)(C)(C)OC(=O)N1C[C@@H](CC1)N1C(N(C=2C1=NC=CC2)C2=C(C=C(C=C2)C2=CC=CC=C2)C)=O (R)-3-(1-(3-methyl-[1,1'-biphenyl]-4-yl)-2-oxo-1,2-dihydro-3H-imidazo[4,5-b]pyridin-3-yl)pyrrolidine-1-carboxylic acid tert-butyl ester